1-methyl-N5-(pyrimidin-2-yl)-1H-benzo[d]imidazole-2,5-diamine CN1C(=NC2=C1C=CC(=C2)NC2=NC=CC=N2)N